CC1=CC=2N(N=C1)C(C=CN2)=O 8-methyl-4H-pyrimido[1,2-b]pyridazin-4-one